[[2-[(2S,5R)-2-(1H-benzimidazol-5-yl)-5-methyl-1-piperidyl]-2-oxo-acetyl]amino]pyridine-3-carboxamide N1C=NC2=C1C=CC(=C2)[C@H]2N(C[C@@H](CC2)C)C(C(=O)NC2=NC=CC=C2C(=O)N)=O